N-(5-(2-(2,2-dimethylpyrrolidin-1-yl)acetamido)-2-methylpyridin-3-yl)-6-(6-oxo-1,6-dihydropyridin-2-yl)pyrazolo[1,5-a]pyrazine-3-carboxamide CC1(N(CCC1)CC(=O)NC=1C=C(C(=NC1)C)NC(=O)C=1C=NN2C1C=NC(=C2)C=2NC(C=CC2)=O)C